N1-(2-(2-(4-chloro-2-fluorophenyl)-2,6-diazaspiro[3.4]octan-6-yl)phenyl)-N4,N4-dimethylbenzene-1,4-disulfonamide ClC1=CC(=C(C=C1)N1CC2(C1)CN(CC2)C2=C(C=CC=C2)NS(=O)(=O)C2=CC=C(C=C2)S(=O)(=O)N(C)C)F